N-(4-(2-(4-acrylamidophenyl)-4-amino-7-cyano-1-methyl-1H-pyrrolo[3,2-c]pyridin-3-yl)-2-methoxyphenyl)azetidine-1-carboxamide C(C=C)(=O)NC1=CC=C(C=C1)C1=C(C=2C(=NC=C(C2N1C)C#N)N)C1=CC(=C(C=C1)NC(=O)N1CCC1)OC